OC[C@@H]1CN(CCO1)C=1N=NC(=CC1C#N)C1=C(C=C(C=C1C)C(F)(F)F)O 3-[(2S)-2-(hydroxymethyl)morpholin-4-yl]-6-[2-hydroxy-6-methyl-4-(trifluoromethyl)phenyl]pyridazine-4-carbonitrile